5-bromo-7-isopropyl-1H-indazole BrC=1C=C2C=NNC2=C(C1)C(C)C